N-{2-[(1S)-1-(3-ethoxy-4-methoxyphenyl)-2-methylsulfonylethyl]-1,3-dioxo-2,3-dihydro-1H-isoindol-4-yl}nonanamide C(C)OC=1C=C(C=CC1OC)[C@@H](CS(=O)(=O)C)N1C(C2=CC=CC(=C2C1=O)NC(CCCCCCCC)=O)=O